N-(1,2-dimethylpiperidin-4-yl)-3-(4-fluorophenylmethyl)pyrazin-2-amine CN1C(CC(CC1)NC1=NC=CN=C1CC1=CC=C(C=C1)F)C